3-aminomethyl-5-(2-methoxyphenyl)-hexanoic acid NCC(CC(=O)O)CC(C)C1=C(C=CC=C1)OC